C(C)(C)(C)C1=CC=C(C=C1)N(C1=CC=C2C=CC=3C(=CC=C4C=CC1=C2C34)N(C3=CC=C(C=C3)C(C)(C)C)C3=CC=C(C=C3)C(C)(C)C)C3=CC=C(C=C3)C(C)(C)C N1,N1,N6,N6-tetrakis(4-(tert-butyl)phenyl)pyrene-1,6-diamine